C(C)(C)(C)OC(=O)N1[C@@](CCC1)(C(=O)O)C (2S)-1-(tert-butoxycarbonyl)-2-methylpyrrolidine-2-carboxylic acid